ClC1=C(C=C(C=C1)C(C=1NC(=C(N1)SC)C)C1=CC(=C(C=C1)Cl)F)F 2-(bis(4-chloro-3-fluorophenyl)methyl)-5-methyl-4-(methylthio)-1H-imidazole